C1(CC1)N1C(=NNC1=O)OC 4-cyclopropyl-3-methoxy-1H-1,2,4-triazol-5(4H)-one